C(#N)C1=CC(=C(COC2=CC=CC(=N2)C2(CCN(CC2)[C@@H](C)C2=NC3=C(N2C[C@H]2OCC2)C=C(C=C3)C(=O)OC)O)C=C1)F methyl 2-((S)-1-(4-(6-((4-cyano-2-fluorobenzyl) oxy) pyridin-2-yl)-4-hydroxypiperidin-1-yl) ethyl)-1-(((S)-oxetan-2-yl) methyl)-1H-benzo[d]imidazole-6-carboxylate